C[SH2](=O)C=1OC=CC1C (methyl)(3-methylfuran-2-yl)-λ6-sulfanone